2-Octyldecyl ((S)-(((2R,3S,5R)-5-(6-amino-2-fluoro-9H-purin-9-yl)-2-ethynyl-3-hydroxytetrahydrofuran-2-yl) methoxy)(phenoxy)phosphoryl)-L-phenylalaninate NC1=C2N=CN(C2=NC(=N1)F)[C@H]1C[C@@H]([C@@](O1)(C#C)CO[P@](=O)(OC1=CC=CC=C1)N[C@@H](CC1=CC=CC=C1)C(=O)OCC(CCCCCCCC)CCCCCCCC)O